4,5-dichloro-2-phenylpyridazin-3(2H)-one ClC=1C(N(N=CC1Cl)C1=CC=CC=C1)=O